hydroxy-phenylacrylic acid OC=C(C(=O)O)C1=CC=CC=C1